(R)-2-(2,2-dimethyl-1,3-dioxolan-4-yl)acetaldehyde CC1(OC[C@H](O1)CC=O)C